amino-2-bromo-N-[(dimethylamino)methylidene]benzenesulfonamide astatine [At].NC=1C(=C(C=CC1)S(=O)(=O)N=CN(C)C)Br